C(C)(C)(C)OC(=O)N1CC=2N(CC1)C=CC2.ClC2=CC=C(C=C2)N2N=C(C=C2C)C2CCN(CC2)CCN2CCOCC2 4-[2-[4-[1-(4-chlorophenyl)-5-methyl-pyrazol-3-yl]-1-piperidyl]ethyl]morpholine tert-butyl-1H,3H,4H-pyrrolo[1,2-A]pyrazine-2-carboxylate